Methyl-epsilon-caprolacton CC1C(=O)OCCCC1